C12(OCC(C1)C2)CN2C(C1=CC(=C(C=C1C2)C(=O)NC[C@H]([C@H]2NCC1=CC=CC=C1C2)O)OCC)=O (((1S,4S)-2-oxabicyclo[2.1.1]hexane-1-yl)methyl)-6-ethoxy-N-((R)-2-hydroxy-2-((S)-1,2,3,4-tetrahydroisoquinolin-3-yl)ethyl)-1-oxoisoindoline-5-carboxamide